2-(2,6-dioxo-3-piperidyl)-5-(5-hydroxypentyl)isoindoline-1,3-dione O=C1NC(CCC1N1C(C2=CC=C(C=C2C1=O)CCCCCO)=O)=O